ClC=1C=C(C=C(C1)F)NC1=NC=C(C(=N1)NC=1C=CC2=C(NC(O2)=O)C1)C 5-[2-(3-Chloro-5-fluoro-phenylamino)-5-methyl-pyrimidin-4-ylamino]-3H-benzooxazol-2-one